2-(((S)-1-(1H-tetrazol-1-yl)propan-2-yl)oxy)-4-(2-((1-((1r,4r)-4-((2S,6R)-2,6-di-methylmorpholino)cyclohexyl)-3-(oxetan-3-ylmethoxy)-1H-pyrazol-4-yl)amino)pyrimidin-5-yl)benzonitrile N1(N=NN=C1)C[C@H](C)OC1=C(C#N)C=CC(=C1)C=1C=NC(=NC1)NC=1C(=NN(C1)C1CCC(CC1)N1C[C@@H](O[C@@H](C1)C)C)OCC1COC1